[Si](C)(C)(C(C)(C)C)OCC(CC=1N(C2=C(C(=CC=C2C1)Cl)Cl)S(=O)(=O)C1=CC=C(C)C=C1)NC(OC(C)(C)C)=O tert-butyl (1-((tert-butyldimethylsilyl)oxy)-3-(6,7-dichloro-1-tosyl-1H-indol-2-yl)propan-2-yl)carbamate